(S)-1-(1-(1-acryloylpyrrolidin-3-yl)-4-amino-3-((2-fluoro-3,5-dimethoxyphenyl)ethynyl)-1H-pyrazolo[4,3-c]pyridin-7-yl)-4-methoxybutan-1-one C(C=C)(=O)N1C[C@H](CC1)N1N=C(C=2C(=NC=C(C21)C(CCCOC)=O)N)C#CC2=C(C(=CC(=C2)OC)OC)F